dimethyl 3-((1,3-dimethyl-6-(2-methylpyridin-4-yl)-1H-indazol-5-yl)amino)phthalate CN1N=C(C2=CC(=C(C=C12)C1=CC(=NC=C1)C)NC1=C(C(C(=O)OC)=CC=C1)C(=O)OC)C